ClC=1C=C(C(=O)N[C@@H](C(=O)O)C)C=C(C1)Cl (2R)-2-[(3,5-dichlorobenzoyl)amino]propanoic acid